BrC=CCC bromo-butene